1-(4-(benzylamino)-7-(tetrahydrofuran-3-yl)pyrrolo[2,1-f][1,2,4]triazin-2-yl)-2-methyl-1H-indole-4-carboxamide C(C1=CC=CC=C1)NC1=NC(=NN2C1=CC=C2C2COCC2)N2C(=CC=1C(=CC=CC21)C(=O)N)C